3-propan-2-enyldithiol C(C=C)C1SSC=C1